7-((2-hydroxyethyl)amino)heptyl 4,4-bis(((Z)-oct-5-en-1-yl)oxy)butanoate C(CCC\C=C/CC)OC(CCC(=O)OCCCCCCCNCCO)OCCCC\C=C/CC